C(C1=CC=CC=C1)C1N=C(OC(C1)(C)C)C=1C=NC2=CC=CC=C2C1 4-benzyl-6,6-dimethyl-2-(3-quinolyl)-4,5-dihydro-1,3-oxazine